C(CCC)(N)(N)N 1,1,1-butanetriamine